C=1(C(=CC=CC1)S(=O)(=O)[O-])C(C)C Cumensulfonate